C(CCCCCCC(=O)OC)(=O)N methyl suberamidate